hexane fluorophosphate P(=O)(O)(O)F.CCCCCC